cyclopropyl (3-methoxyphenyl) ketone COC=1C=C(C=CC1)C(=O)C1CC1